F[C@@H]1C[C@H](N(C1)CCCC=1C=NNC1)C(=O)N[C@H](C1=CC=C(C=C1)C(C)C)C1=CC=CC=C1 (2S,4R)-4-fluoro-N-[(S)-phenyl[4-(propan-2-yl)phenyl]methyl]-1-[3-(1H-pyrazol-4-yl)propanyl]pyrrolidine-2-carboxamide